2-methyl-6-((4-(trifluoromethyl)benzyl)amino)-5,6,7,8-tetrahydroquinazolin-4(3H)-one CC1=NC=2CCC(CC2C(N1)=O)NCC1=CC=C(C=C1)C(F)(F)F